tert-butyl N-[(1-cyanocyclopropyl)methyl]carbamate C(#N)C1(CC1)CNC(OC(C)(C)C)=O